NC1CN(C1)C=1C=CC=2N=CN=C(C2N1)NC1=C(C(=C(C=C1)OC(F)F)Cl)F 6-(3-Aminoazetidin-1-yl)-N-(3-chloro-4-(difluoromethoxy)-2-fluorophenyl)pyrido[3,2-d]pyrimidin-4-amine